(S)-3-Hydroxy-3-(5-(3-isothiocyanatophenyl)isoxazol-3-yl)-1-methylpyrrolidin-2-one O[C@]1(C(N(CC1)C)=O)C1=NOC(=C1)C1=CC(=CC=C1)N=C=S